[Si](C)(C)(C(C)(C)C)OCC1=CC(=C(C=C1)O)P(=O)(OCC)OCC 4-[[tert-butyl(dimethyl)silyl]oxymethyl]-2-diethoxyphosphoryl-phenol